2-amino-4-(hydroxymethyl)benzenesulfonamide NC1=C(C=CC(=C1)CO)S(=O)(=O)N